COCCC(CCCC)SC1=C(C=CC=C1)C1=NCC(N(C2=C1C=C(C=C2)[N+](=O)[O-])C)=O 5-{2-[(1-methoxyheptan-3-yl)sulfanyl]phenyl}-1-methyl-7-nitro-2,3-dihydro-1H-1,4-benzodiazepin-2-one